FC(CN1N=NC2=C1C=C(C=C2)C=2C=CN1N=C(N=C(C12)OC([2H])([2H])[2H])N[C@@H]1[C@@H](CN(CC1)C1(COC1)C#N)F)F 3-((3R,4S)-4-((5-(1-(2,2-difluoroethyl)-1H-benzo[d][1,2,3]triazol-6-yl)-4-(methoxy-d3)pyrrolo[2,1-f][1,2,4]triazin-2-yl)amino)-3-fluoropiperidin-1-yl)oxetane-3-carbonitrile